CN1CC(CC1)C=1SC2=C(N1)C=C(C=C2)B2OC(C(O2)(C)C)(C)C 2-(1-methylpyrrolidin-3-yl)-5-(4,4,5,5-tetramethyl-1,3,2-dioxaborolan-2-yl)-1,3-Benzothiazole